2,4-dimethylpyrrole-3-carboxylic acid methyl ester COC(=O)C1=C(NC=C1C)C